4-N-methanesulfonyl-1,4-oxazepane CS(=O)(=O)N1CCOCCC1